FC1=C(C=CC=C1)C=1C(=CC(=NC1)OC)N 5-(2-fluorophenyl)-2-methoxypyridin-4-amine